N-(1-(3,4-dichlorobenzyl)-2,3-diketoindol-5-yl)-2,4-dichlorobenzamide ClC=1C=C(CN2C(C(C3=CC(=CC=C23)NC(C2=C(C=C(C=C2)Cl)Cl)=O)=O)=O)C=CC1Cl